Sodium Methyl-NaphthaleneFormaldehyde CC1=C(C2=CC=CC=C2C=C1)C=O.[Na]